C(#N)C1=NC(=C2C=C(N=CC2=C1)N[C@@H]1CN(CCC1)C(=O)OC(C)(C)C)O[C@@H]1COCC1 Tert-butyl (S)-3-((7-cyano-5-(((S)-tetrahydrofuran-3-yl)oxy)-2,6-naphthyridin-3-yl) amino)piperidine-1-carboxylate